9,12-tetradecdien-1-yl acetate C(C)(=O)OCCCCCCCCC=CCC=CC